(3S)-3-[(R)-(tertbutoxycarbonylamino)-phenyl-methyl]-2,3-dihydro-1H-pyrido[2,3-b][1,4]oxazine-7-carboxylic acid C(C)(C)(C)OC(=O)N[C@@H]([C@@H]1CNC2=C(O1)N=CC(=C2)C(=O)O)C2=CC=CC=C2